1-(o-fluorophenyl)-1-ethanol FC1=C(C=CC=C1)C(C)O